7-(4-(methoxy)phenyl)-N-(cyclopropylformyl)quinazolin-2-amine COC1=CC=C(C=C1)C1=CC=C2C=NC(=NC2=C1)NC(=O)C1CC1